4-(4-((1r,5s)-3,8-diazabicyclo[3.2.1]oct-3-yl)-8-fluoro-2-(1-(4-methoxybicyclo[2.2.2]oct-1-yl)cyclopropyloxy)pyrido[4,3-d]pyrimidin-7-yl)-5-ethynyl-6-fluoronaphthalen-2-ol [C@H]12CN(C[C@H](CC1)N2)C=2C1=C(N=C(N2)OC2(CC2)C23CCC(CC2)(CC3)OC)C(=C(N=C1)C1=CC(=CC3=CC=C(C(=C13)C#C)F)O)F